5-methylamino-1-(4-vinylbenzyl)-1H-tetrazole CNC1=NN=NN1CC1=CC=C(C=C1)C=C